ClC1=NN(C=C1N(C(CCSCCC(F)(F)F)=O)CC)C=1C=NC=CC1 N-[3-chloro-1-(3-pyridyl)pyrazol-4-yl]N-ethyl-3-(3,3,3-trifluoropropylsulfanyl)propanamide